2-(4-(ethoxycarbonylmethyl)-2,5-dihydroxybenzoylamino)benzoic acid methyl ester COC(C1=C(C=CC=C1)NC(C1=C(C=C(C(=C1)O)CC(=O)OCC)O)=O)=O